C(C1=CC=CC=C1)OC=1C=C(C=CC1OC(F)F)C(C#N)O[Si](C)(C)C 2-(3-benzyloxy-4-difluoromethoxyphenyl)-2-trimethylsiloxyacetonitrile